C(C)OC(=O)C1=C(N=CS1)C 4-methyl-5-thiazolecarboxylic acid ethyl ester